ClC1=CC=C(C=C1)NCC=1N=NN(C1)C1=C(C(=O)N)C=CC=C1 2-[4-[[(4-chlorophenyl)amino]methyl]-1H-1,2,3-triazol-1-yl]benzamide